C(C)(C)(C)C1N2C(C3=CC(=C(C=C3C1)C=1C=NC(=CC1)N1CCNCC1)OC)=CC(C(=C2)C(=O)OCC)=O ethyl 6-tert-butyl-10-methoxy-2-oxo-9-[6-(piperazin-1-yl) pyridin-3-yl]-6,7-dihydro-2H-pyrido[2,1-a]isoquinoline-3-carboxylate